(3R,4S)-3-cyclopropyl-4-methyl-1-[6-(2-methylpyrazol-3-yl)pyrazolo[1,5-a]pyrazin-4-yl]-2-oxopyrrolidine-3-carbonitrile C1(CC1)[C@]1(C(N(C[C@H]1C)C=1C=2N(C=C(N1)C=1N(N=CC1)C)N=CC2)=O)C#N